C(CCC)C1=NC(=C(C(N1)=O)CC(=O)N1CCOCC1)C 2-butyl-6-methyl-5-(2-morpholino-2-oxoethyl)pyrimidin-4(3H)-one